Cl.CN(CCOC1=C(NCC#C)C=CC(=C1)S(=O)(=O)C)C 2-(2-(dimethylamino)ethoxy)-4-(methylsulfonyl)-N-(prop-2-yn-1-yl)aniline hydrochloride